BrC1=C(C=C2C(=CN(C2=C1)C1COC1)C(C(F)F)=O)F 1-(6-bromo-5-fluoro-1-(oxetan-3-yl)-1H-indol-3-yl)-2,2-difluoroethan-1-one